ethylene glycol bis(hydroxymethyl) ether OCOCCOCO